CN(CC(=O)O)C1=NC2=CC=C(C=C2C(=C1)C1=CC=CC=C1)\C=C\C1=CC=CC=C1 2-[methyl({4-phenyl-6-[(1E)-2-phenylethenyl]quinolin-2-yl})amino]acetic acid